3-((3-fluoro-5-vinylpyridin-4-yl)amino)-N-(1-(2-(methyl(2-(p-tolyloxy)ethyl)amino)-2-oxoethyl)-1H-pyrazol-4-yl)propanamide FC=1C=NC=C(C1NCCC(=O)NC=1C=NN(C1)CC(=O)N(CCOC1=CC=C(C=C1)C)C)C=C